C1=CC=C2C(=C1)C(=CN2)C[C@H](C(=O)O)N The molecule is the D-enantiomer of tryptophan. It has a role as a bacterial metabolite. It is a tryptophan and a D-alpha-amino acid. It is a conjugate base of a D-tryptophanium. It is a conjugate acid of a D-tryptophanate. It is an enantiomer of a L-tryptophan. It is a tautomer of a D-tryptophan zwitterion.